tert-butyl 1-(((tert-butyldimethylsilyl)oxy)-methyl)-4-cinnamyl-7-azabicyclo[2.2.1]heptane-7-carboxylate [Si](C)(C)(C(C)(C)C)OCC12CCC(CC1)(N2C(=O)OC(C)(C)C)CC=CC2=CC=CC=C2